ClC1=NC(=NC(=N1)C=1C=CC=2N(C1)C(=NC2)C)N 4-chloro-6-(3-methylimidazo[1,5-a]pyridin-6-yl)-1,3,5-triazin-2-amine